[Ni](Br)Br.C(C)C1=C(C(=CC=C1)CC)N=C1C(C2=CC=C(C3=CC=CC1=C23)C2=CC=CC=C2)=NC2=C(C=CC=C2CC)CC N,N'-bis(2,6-diethylphenyl)-5-phenylacenaphthene-1,2-diimine nickel (II) bromide